C(C(C)C)NCC[C@H]1CC[C@H]2[C@@H]3CC=C4CCCC[C@]4(C)[C@H]3CC[C@]12C isobutylamino-pregn-5-en